N(=[N+]=[N-])C1=CC=NC2=NC=CC=C12 4-Azido-1,8-naphthyridine